C12CNCC(N1C=1C(=C(C3=CN(C=C3C1)C1C(NC(CC1)=O)=O)F)F)C2 6-(3,6-diazabicyclo[3.1.1]heptane-6-yl)-2-(2,6-dioxopiperidin-3-yl)-4,5-difluoroisoindol